C(C)(C)(C)C1=CC=C(C=C1)/N=C(\C)/C1=NC=CN=C1 (E)-N-(4-tert-butylphenyl)-1-pyrazin-2-yl-ethanimine